trans-methyl 4-((tert-butoxycarbonyl)amino)cyclohexane-1-carboxylate C(C)(C)(C)OC(=O)N[C@@H]1CC[C@H](CC1)C(=O)OC